(2S,3S,4R,5R)-N-ethyl-3,4-dihydroxy-5-(2-(1-methyl-1H-imidazol-4-yl)-6-(methylamino)-9H-purin-9-yl)tetrahydrofuran-2-carboxamide C(C)NC(=O)[C@H]1O[C@H]([C@@H]([C@@H]1O)O)N1C2=NC(=NC(=C2N=C1)NC)C=1N=CN(C1)C